O[C@H](C)C1=NC=2C(=C3C(=NC2)NC=C3)N1[C@@H]1CN(CC1)CCCC#N 4-((S)-3-(2-((R)-1-hydroxyethyl)imidazo[4,5-d]pyrrolo[2,3-b]pyridin-1(6H)-yl)pyrrolidin-1-yl)butyronitrile